OC=1C=C(C=CC1)C=1C2=CC=C(N2)C(=C2C=CC(C(=C3C=CC(=C(C=4C=CC1N4)C4=CC(=CC=C4)O)N3)C3=CC(=CC=C3)O)=N2)C2=CC(=CC=C2)O 5,10,15,20-tetrakis(m-hydroxyphenyl)porphyrin